C(C)(C)(C)OC(=O)N1C[C@H](CC1)[C@@H](C(=O)OC(C)(C)C)CC1=CC(=CC=C1)CO (3R)-3-[(2S)-1-(tert-butoxy)-3-[3-(hydroxymethyl)phenyl]-1-oxopropane-2-yl]pyrrolidine-1-carboxylic acid tert-butyl ester